2-(4-bromophenyl)-4-oxo-1,4-dihydroquinoline-6-carboxylic acid ethyl ester C(C)OC(=O)C=1C=C2C(C=C(NC2=CC1)C1=CC=C(C=C1)Br)=O